N[C@H](C(=O)N1C(CCC1)C(=O)N[C@@H](CC1=NC=CC=C1)C1=CC=CC=C1)C(C)C ((S)-2-Amino-3-methylbutanoyl)-N-((S)-1-phenyl-2-(pyridin-2-yl)ethyl)pyrrolidine-2-carboxamide